C(C)(C)(C)C1=CC=C(C=C1O)C 6-tert-butyl-3-methylphenol